tert-butyl (S)-methyl(6-(trifluoromethyl)-2,3-dihydrobenzofuran-3-yl)carbamate CN(C(OC(C)(C)C)=O)[C@@H]1COC2=C1C=CC(=C2)C(F)(F)F